C12(CC3CC(CC(C1)C3)C2)CN2N=CC(=C2C)C2=C(C=3N(C=C2)N=C(N3)NC3=CC(=CC=C3)C(NC=3SC2=C(N3)C=CC=C2)=O)C(=O)OC methyl 7-(1-(adamantan-1-ylmethyl)-5-methyl-1H-pyrazol-4-yl)-2-((3-(benzo[d]thiazol-2-ylcarbamoyl) phenyl) amino)-[1,2,4]triazolo[1,5-a]pyridine-8-carboxylate